C(C)(=O)OC1=C(C=CC=C1)C1=CC(=C(N=N1)N)N1CCN(CC1)CC(=O)O 2-(4-(6-(2-acetoxyphenyl)-3-aminopyridazin-4-yl)piperazin-1-yl)acetic acid